palmitoleic acid sarcosinate N(C)CC(=O)O.C(CCCCCCC\C=C/CCCCCC)(=O)O